O[C@@H]1C=2C=CC(=CC2CC[C@@H]1[C@H]1N2C(C3=CC=CC=C13)=CN=C2)C(=O)N(C)C (5S,6R)-5-Hydroxy-6-((R)-5H-imidazo[5,1-a]isoindol-5-yl)-N,N-dimethyl-5,6,7,8-tetrahydronaphthalen-2-carboxamid